ClC1=C(C=CC(=C1)F)C1(CC1)C1=NOC(=N1)C1=NN(C(=C1)C(F)F)CCS(=O)(=O)C 3-(1-(2-chloro-4-fluorophenyl)cyclopropyl)-5-(5-(difluoromethyl)-1-(2-(methylsulfonyl)ethyl)-1H-pyrazol-3-yl)-1,2,4-oxadiazole